OCC1CCC(CCC1)NC(OC(C)(C)C)=O tert-butyl (4-(hydroxymethyl)cycloheptyl)carbamate